5-chloro-pyrrolo[1,2-b]Pyridazine ClC=1C=CN2N=CC=CC21